N,N'-Diphenyl-N,N'-Bis(3-methylphenyl)-[1,1'-biphenyl]-4,4'-diamin C1(=CC=CC=C1)N(C1=CC=C(C=C1)C1=CC=C(C=C1)N(C1=CC(=CC=C1)C)C1=CC=CC=C1)C1=CC(=CC=C1)C